CC=1C=NC(=NC1)NC=1C=NC(=CC1)N1CCOCC1 5-methyl-N-(6-morpholinopyridin-3-yl)pyrimidin-2-amine